CNC=1C=C2C=NN(C2=CC1)C N,1-dimethylindazol-5-amine